2-(3,5-bis(trifluoromethyl)phenoxy)-1,3,2-dithiaphospholane 2-sulfide FC(C=1C=C(OP2(SCCS2)=S)C=C(C1)C(F)(F)F)(F)F